C(C1=CC=CC=C1)N1CC(CCC1)N(C(OC(C)(C)C)=O)C1CC12CCC2 tert-butyl (1-benzylpiperidin-3-yl)(spiro[2.3]hexan-1-yl)carbamate